IC1=CC=C(C=C1)OC(F)(F)F 1-Iodo-4-(trifluoromethoxy)benzol